O1C(CCCC1)OC1C[C@@H](N(C1)C(=O)OC(C)(C)C)C(=O)OC 1-tert-butyl 2-methyl (2R)-4-(oxan-2-yloxy)pyrrolidine-1,2-dicarboxylate